(R)-(3,3-difluorocyclobutyl)(5-(2-methyl-2H-pyrazolo[3,4-b]pyridin-5-yl)[1,3]thiazolo[5,4-b]pyridin-2-yl)methanol FC1(CC(C1)[C@@H](O)C=1SC2=NC(=CC=C2N1)C1=CC=2C(N=C1)=NN(C2)C)F